S1C(=CC=C1)C=1C(OCCC1)=O (thiophen-2-yl)-5,6-dihydro-2H-pyran-2-one